(8S)-7-[2-[[3-fluoro-5-(p-tolyl)pyridine-2-carbonyl]amino]acetyl]-1,4-dioxa-7-azaspiro[4.4]nonane-8-carboxylic acid FC=1C(=NC=C(C1)C1=CC=C(C=C1)C)C(=O)NCC(=O)N1CC2(OCCO2)C[C@H]1C(=O)O